O=C1N(CCC(N1)=O)C=1C=CC2=C(OC[C@H]3N2CCN(C3)CC(=O)OC(C)(C)C)C1 tert-butyl (S)-2-(8-(2,4-dioxotetrahydropyrimidin-1(2H)-yl)-1,2,4a,5-tetrahydrobenzo[b]pyrazino[1,2-d][1,4]oxazin-3(4H)-yl)acetate